C(CCCCCCCCCCC)OC(CCCCCCCC)=O.ClC1=C(C=CC2=C(C(=CC=C12)C(=O)OC)Cl)C(=O)OC dimethyl 1,5-dichloro-2,6-naphthalenedicarboxylate dodecyl-pelargonate